tert-butyl (Z)-2-(((3-bromo-1-ethoxy-2-oxopropylidene)amino)oxy)acetate BrCC(/C(/OCC)=N/OCC(=O)OC(C)(C)C)=O